(S)-2-(tert-butoxycarbonylamino)-3-(2-chlorophenyl)propanoic acid C(C)(C)(C)OC(=O)N[C@H](C(=O)O)CC1=C(C=CC=C1)Cl